C(C)(C)(C)OC(=O)NC(CCN(C(O)=O)CCCC(C)(C)NC(=O)OC(C)(C)C)(C)C (3-((tert-Butoxycarbonyl)amino)-3-methylbutyl)(4-((tert-Butoxycarbonyl)amino)-4-methylpentyl)carbamic acid